methyl 2-(bromomethyl)pyridine-3-carboxylate BrCC1=NC=CC=C1C(=O)OC